(2r,5s)-4-benzyl-5-methyl-2-propylpiperazine-1-carboxylic acid tert-butyl ester C(C)(C)(C)OC(=O)N1[C@@H](CN([C@H](C1)C)CC1=CC=CC=C1)CCC